FC1=C(C(=C(C(=C1C1=C(C(=O)[O-])C=CC(=C1N1C(NC(CC1)=O)=O)OC)F)F)F)F pentafluorophenyl-3-(2,4-dioxotetrahydropyrimidin-1(2H)-yl)-4-methoxybenzoate